6-chloro-3-pyridazinesulfonyl chloride ClC1=CC=C(N=N1)S(=O)(=O)Cl